tert-butyl (1R,2R,3S,5S)-3-((5-bromo-1,3,4-thiadiazol-2-yl)(methyl)amino)-2-fluoro-9-azabicyclo[3.3.1]nonane-9-carboxylate BrC1=NN=C(S1)N([C@@H]1[C@@H]([C@H]2CCC[C@@H](C1)N2C(=O)OC(C)(C)C)F)C